OC1=CC(=CC2=C1C[C@@H]([C@@H](O2)C2=CC(=C(C(=C2)O)O)O)C2=C(C(=O)OCCCC(C)(SC(=S)SCCCCCCCCCCCC)C#N)C=C(C(=C2O)O)O)O 4-cyano-4-(dodecylthiothiocarbonyl)sulfanyl-pentanol (2R,3R)-5,7-Dihydroxy-2-(3,4,5-trihydroxyphenyl)-3,4-dihydro-2H-1-benzopyran-3-yl-3,4,5-trihydroxybenzoate